N[C@H](C(=O)N)[C@@H](C)OCC1=CC=C(C=C1)F (2S,3R)-2-amino-3-((4-fluorobenzyl)oxy)butanamide